3-(5-chloro-1,3-thiazol-2-yl)-N-[(1R)-1-(6-methylpyridazin-3-yl)ethyl]-5-[(3S)-tetrahydrofuran-3-yloxy]benzamide ClC1=CN=C(S1)C=1C=C(C(=O)N[C@H](C)C=2N=NC(=CC2)C)C=C(C1)O[C@@H]1COCC1